The molecule is a diarylheptanoid that is 3-heptanone substituted by a 4-hydroxyphenyl group at positions 1 and 7 respectively. It has been isolated from the rhizomes of Curcuma kwangsiensis. It has a role as a plant metabolite. It is a diarylheptanoid, a member of phenols and a ketone. C1=CC(=CC=C1CCCCC(=O)CCC2=CC=C(C=C2)O)O